N(=C=S)C1=C(C=C(C=C1)OC)C 1-Isothiocyanato-4-methoxy-2-methylbenzene